(5R,6R)-6-allyl-5-(((tert-butyldimethylsilyl)oxy)methyl)-5-methyl-2-(methylthio)-6,7-dihydro-5H-pyrrolo[2,3-d]pyrimidine C(C=C)[C@@H]1[C@](C2=C(N=C(N=C2)SC)N1)(C)CO[Si](C)(C)C(C)(C)C